CC=1OC(=CC1C(=O)NC1=NC(=NS1)CC(C)=O)C=1C=C(C=CC1)C 2-Methyl-N-(3-(2-oxopropyl)-1,2,4-thiadiazol-5-yl)-5-(m-tolyl)furan-3-carboxamide